D-stachyose C([C@@H]1[C@@H]([C@@H]([C@H]([C@H](O1)OC[C@@H]2[C@@H]([C@@H]([C@H]([C@H](O2)OC[C@@H]3[C@H]([C@@H]([C@H]([C@H](O3)O[C@]4([C@H]([C@@H]([C@H](O4)CO)O)O)CO)O)O)O)O)O)O)O)O)O)O